N1(C=NC=C1)C=1C=C(CNC=2SC=C(N2)CCN2CCOCC2)C=CC1 N-(3-(1H-imidazol-1-yl)benzyl)-4-(morpholinoethyl)thiazol-2-amine